2-cyclopentadienyl-(trimethylsilylmethyl-cyclopentadienyl)hafnium dichloride [Cl-].[Cl-].C1(C=CC=C1)C=1C(C=CC1)(C[Si](C)(C)C)[Hf+2]